BrC(=CC(C)C1=CC=C(C=C1)CC(C)C)Br 1-(4,4-dibromobut-3-en-2-yl)-4-isobutylbenzene